4-(4-amino-2-chloro-6-isopropylbenzyl)-2-isopropylphenol NC1=CC(=C(CC2=CC(=C(C=C2)O)C(C)C)C(=C1)C(C)C)Cl